CN(C1=CC=C(C=C1)C(CC)=O)C p-dimethylaminopropiophenone